N(C(=S)N)CC(=O)O thioureidoacetic acid